3-((4-bromo-3-chlorophenoxy)methyl)-1-methyl-1H-pyrazole BrC1=C(C=C(OCC2=NN(C=C2)C)C=C1)Cl